N-formylanthranilate C(=O)NC=1C(C(=O)[O-])=CC=CC1